IN[C@@H](CC1=CC=C(C=C1)O)C(=O)O Iodo-Tyrosine